2,2':6',2''-terpyridine-4'-benzoic acid N1=C(C=CC=C1)C1=NC(=CC(=C1)C1=CC=CC=C1C(=O)O)C1=NC=CC=C1